C=CC#CCC 1-hexen-3-yn